[N+]1(=NC=NC2=C1C=CC=C2)[O-] 1,2,4-benzotriazine oxide